[Cl-].[Cl-].C(C)(C)C=1C(C2=CC=CC(=C2C1)C1=CC=C(C=C1)C1CCCCC1)[Zr+2]C1C(=CC2=C(C=CC=C12)C1=CC=C(C=C1)C1CCCCC1)C (2-isopropyl-4-(p-cyclohexyl-phenyl)indenyl)(2-methyl-4-(p-cyclohexyl-phenyl)indenyl)-zirconium dichloride